COC(=O)C1=C(C(=NN1C=1SC(=C(N1)C1=CC(=C(C=C1)Cl)Cl)SCCC)C)CC1=C(C=CC=C1)[N+](=O)[O-] 1-(4-(3,4-dichlorophenyl)-5-(propylsulfanyl)thiazol-2-yl)-3-methyl-4-(2-nitrophenylmethyl)-1H-pyrazole-5-carboxylic acid methyl ester